C(C)N(CC)C(=S)[S-].C(C)N(CC)C(=S)[S-].[Zn+2] zinc bis[(diethylamino) dithioformate]